(3R)-3-fluoro-tetrahydropyrrole hydrochloride Cl.F[C@H]1CNCC1